CC1=CC=C(C=C1)CN1C(CCC1=O)CC(=O)NCC=1C=C2C=CC=NC2=CC1 2-[1-[(4-Methylphenyl)methyl]-5-oxopyrrolidin-2-yl]-N-(quinolin-6-ylmethyl)acetamid